C(C)(C)N1[C@H](CCC1)CNC(C1=CN=C(C(=C1)NC1=NN(C=2C=3N(N=CC21)C=C(C3)C=3C=NN(C3)C)C)C)=O (R)-N-((1-isopropylpyrrolidin-2-yl)methyl)-6-methyl-5-((1-methyl-8-(1-methyl-1H-pyrazol-4-yl)-1H-pyrazolo[3,4-d]pyrrolo[1,2-b]pyridazin-3-yl)amino)nicotinamide